tert-butyl 3-(3-phenyl-1,2,4-oxadiazol-5-yl)piperazine-1-carboxylate C1(=CC=CC=C1)C1=NOC(=N1)C1CN(CCN1)C(=O)OC(C)(C)C